C(CCCCCCCCCC)C1=CC=C(C=C1)C1C=CNN1 5-(4-undecyl-phenyl)-pyrazoline